FC1=C(C=CC(=C1)[N+](=O)[O-])C=1CCN(CC1)C1CCC(CC1)C(=O)OC(C)(C)C tert-butyl 4-(4-(2-fluoro-4-nitrophenyl)-3,6-dihydropyridin-1(2H)-yl)cyclohexane-1-carboxylate